trans-5-(2-(4-chloro-2,3-dimethoxyphenyl)cyclopropyl)-2,2'-bipyrimidine ClC1=C(C(=C(C=C1)[C@H]1[C@@H](C1)C=1C=NC(=NC1)C1=NC=CC=N1)OC)OC